tert-butyl (2-((5-(tert-butylamino)-2-(1-(tetrahydro-2H-pyran-2-yl)-1H-pyrazol-5-yl)thieno[3,2-b]pyridin-7-yl)amino)ethyl)(ethyl)carbamate C(C)(C)(C)NC1=CC(=C2C(=N1)C=C(S2)C2=CC=NN2C2OCCCC2)NCCN(C(OC(C)(C)C)=O)CC